di(pentafluorophenyl)silanolate FC1=C(C(=C(C(=C1[SiH]([O-])C1=C(C(=C(C(=C1F)F)F)F)F)F)F)F)F